Methyl (R)-2-((1-methyl-5-nitro-1H-pyrazol-4-yl)oxy)propanoate CN1N=CC(=C1[N+](=O)[O-])O[C@@H](C(=O)OC)C